(3r,5r)-3,5-bis((t-butyldimethylsilyl)oxy)-N-methoxy-N-methylcyclohexane-1-carboxamide [Si](C)(C)(C(C)(C)C)O[C@@H]1CC(C[C@H](C1)O[Si](C)(C)C(C)(C)C)C(=O)N(C)OC